(R)-3-amino-5-bromo-4-(4-(tert-butyloxycarbonyl)-2-methyl-7-oxo-1,4-diazepin-1-yl)benzoic acid NC=1C=C(C(=O)O)C=C(C1N1C(=CN(C=CC1=O)C(=O)OC(C)(C)C)C)Br